C(C)NC(=O)N1[C@H]([C@]2(COC(C(N2)=O)C)CCC1)COC1CCC(CC1)C1=CC=CC=C1 (6S,7R)-N-ethyl-3-methyl-2-oxo-7-({[(1s,4s)-4-phenylcyclohexyl]oxy}methyl)-4-oxa-1,8-diazaspiro[5.5]undecane-8-carboxamide